OC(CC(CO)NC(CCCCCCCCCCC)=O)C1=CC=CC=C1 N-(3-Hydroxy-1-hydroxymethyl-3-phenylpropyl)dodecanamide